FC1=CC(=C(C=C1C1=CN=NC(=C1)C)NC(=O)C=1C=NC(=CC1C(F)(F)F)OCC[Si](C)(C)C)N1CC(N(C(C1)C)C)C N-[4-fluoro-5-(6-methyl-4-pyridazinyl)-2-[3,4,5-trimethyl-1-piperazinyl]phenyl]-4-(trifluoromethyl)-6-[2-(trimethylsilyl)ethoxy]-3-pyridinecarboxamide